9-bromo-10-(9-phenanthryl)anthracene tert-butyl-4-{[4-fluoro-6-(4,4,5,5-tetramethyl-1,3,2-dioxaborolan-2-yl)quinazolin-2-yl]amino}piperidine-1-carboxylate C(C)(C)(C)OC(=O)N1CCC(CC1)NC1=NC2=CC=C(C=C2C(=N1)F)B1OC(C(O1)(C)C)(C)C.BrC=1C2=CC=CC=C2C(=C2C=CC=CC12)C=1C2=CC=CC=C2C=2C=CC=CC2C1